NC1=NC(=C2N=CN(C2=N1)CC(=O)NC1=CC(=NN1CC)C)NC1CCC(CC1)CO 2-(2-amino-6-((4-(hydroxymethyl)cyclohexyl)amino)-9H-purin-9-yl)-N-(1-ethyl-3-methyl-1H-pyrazol-5-yl)acetamide